4-[3-(trifluoromethyl)phenoxy]naphthalen-2-amine FC(C=1C=C(OC2=CC(=CC3=CC=CC=C23)N)C=CC1)(F)F